(E)-2-(1-(pyridin-2-yl)ethylidene)-N-(pyridin-2-ylmethyl)hydrazine-1-carbothiamide N1=C(C=CC=C1)\C(\C)=N\NC(NCC1=NC=CC=C1)=S